C=1(C(=CC=C2C=CC=CC12)O)C1=CC=CC2=CC=CC=C12 (Rac)-binaphthol